CN([C@@H](CC1=C(C=C(C(=O)NC)C=C1)C)CNC(C[C@@H](C1(CC1)C(F)(F)F)C=1C=NC=CC1)=O)C 4-((S)-2-(dimethylamino)-3-((R)-3-(pyridin-3-yl)-3-(1-(trifluoromethyl)cyclopropyl)propanamido)propyl)-N,3-dimethylbenzamide